methyl (S)-3-(8-chloro-6-(2-chlorophenyl)-1-(ethylthio)-4H-benzo[f][1,2,4]triazolo[4,3-a][1,4]diazepin-4-yl)propionate ClC=1C=CC2=C(C(=N[C@H](C=3N2C(=NN3)SCC)CCC(=O)OC)C3=C(C=CC=C3)Cl)C1